C(CCC)C1N(S(C2=C(N(C1)C1=CC=CC=C1)C=C(C(=C2)N2N=CC(=C2)C(=O)OCC)SC)(=O)=O)C ethyl 1-(3-butyl-2-methyl-7-(methylthio)-1,1-dioxido-5-phenyl-2,3,4,5-tetrahydrobenzo[f][1,2,5]thiadiazepin-8-yl)-1H-pyrazole-4-carboxylate